C(C)(C)(C)OC(=O)N1CC(C(CC1)OC1=CC2=C(C(N(CCO2)C[C@@H](CN2CC3=CC=CC=C3CC2)O)=O)C=C1)F 4-[[4-[(2R)-3-(3,4-dihydro-1H-isoquinolin-2-yl)-2-hydroxypropyl]-5-oxo-2,3-dihydro-1,4-benzoxazepin-8-yl]oxy]-3-fluoro-piperidine-1-carboxylic acid tert-butyl ester